3-((7-bromo-2-chloro-8-fluoro-6-(trifluoromethyl)quinazolin-4-yl)(cyclopropyl)amino)azetidine-1-carboxylic acid tert-butyl ester C(C)(C)(C)OC(=O)N1CC(C1)N(C1CC1)C1=NC(=NC2=C(C(=C(C=C12)C(F)(F)F)Br)F)Cl